C(C)(C)(C)C1=NN=C(O1)C1CC(CC1)C(=O)OC methyl 3-(5-(tert-butyl)-1,3,4-oxadiazol-2-yl)cyclopentane-1-carboxylate